5-ISOPROPYL-3-METHYLBENZALDEHYDE C(C)(C)C=1C=C(C=C(C=O)C1)C